C(C1=CC=CC=C1)N(C(C1=CC=C(C=C1)CN1CCN(CC1)CCCC(=O)NO)=O)C N-benzyl-4-((4-(4-(hydroxyamino)-4-oxobutyl)piperazin-1-yl)methyl)-N-methylbenzamide